(4aR,8aS)-6-[3-[4-[(3-Bromo-6-methyl-2-pyridyl)oxy]phenyl]azetidine-1-carbonyl]-4,4a,5,7,8,8a-hexahydropyrido[4,3-b][1,4]oxazin-3-one BrC=1C(=NC(=CC1)C)OC1=CC=C(C=C1)C1CN(C1)C(=O)N1C[C@@H]2[C@@H](OCC(N2)=O)CC1